4-((3-isopropyl-1-toluenesulfonyl-1H-pyrrolo[3,2-b]pyridin-5-yl)methyl)-3,5-dimethylphenyl trifluoromethylsulfonate FC(F)(F)S(=O)(=O)OC1=CC(=C(C(=C1)C)CC1=CC=C2C(=N1)C(=CN2S(=O)(=O)CC2=CC=CC=C2)C(C)C)C